2-(5-fluoro-1H-indol-3-yl)ethyl methanesulfonate CS(=O)(=O)OCCC1=CNC2=CC=C(C=C12)F